ClC1=CC=C(C=C1)C1(CC1)CNC=1C(NC(=CN1)C=1C=NN(C1)C)=O 3-(((1-(4-chlorophenyl)cyclopropyl)-methyl)amino)-6-(1-methyl-1H-pyrazol-4-yl)-2-oxopyrazin